The molecule is a organochlorine compound comprising acetic acid having two 4-chlorophenyl substituents attached at the 2-position. It is a monocarboxylic acid and a member of monochlorobenzenes. It derives from an acetic acid. C1=CC(=CC=C1C(C2=CC=C(C=C2)Cl)C(=O)O)Cl